3-(2-chloro-4'-(2-methyl-3-oxoisoindolin-4-yl)-[1,1'-biphenyl]-3-yl)piperidine-2,6-dione ClC1=C(C=CC=C1C1C(NC(CC1)=O)=O)C1=CC=C(C=C1)C1=C2C(N(CC2=CC=C1)C)=O